BrC=1C=C2CC(C(C2=CC1)(F)F)O 5-bromo-1,1-difluoro-2,3-dihydro-1H-inden-2-ol